COC=1C=C(COC(CN2C=NC=C2)C2=CC=C(C=C2)OC)C=CC1 1-(2-((3-methoxybenzyl)oxy)-2-(4-methoxyphenyl)ethyl)-1H-imidazole